C(C)(C)(C)OC(=O)N[C@@H](C(=O)OC)CC(CC)=O methyl (R)-2-((tert-butoxycarbonyl) amino)-4-oxohexanoate